NC(CC=1C(NC(NC1)=O)=O)C (2-aminopropyl)uracil